N-(5-bromo-[1,2,4]triazolo[1,5-a]pyridine-2-yl)cyclopropanecarboxamide BrC1=CC=CC=2N1N=C(N2)NC(=O)C2CC2